COC1=CC2=C(N=C(N=C2C)CO)C=N1 (6-methoxy-4-methylpyrido[3,4-d]pyrimidin-2-yl)methanol